FC1=CC=C(C=C1)NC(=O)C1(CC1)C(=O)NC1=CC=C(C=C1)OC1=CC=NC2=CC(=C(C=C12)S(NC)(=O)=O)OC 1-N'-(4-fluorophenyl)-1-N-[4-[7-methoxy-6-(methylsulfamoyl)quinolin-4-yl]oxyphenyl]cyclopropane-1,1-dicarboxamide